trans-N-((1r,4r)-4-((5-chloro-4-(1-(4-fluorophenyl)-1H-pyrazol-4-yl)pyrimidin-2-yl)amino)cyclohexyl)acetamide ClC=1C(=NC(=NC1)N[C@@H]1CC[C@H](CC1)NC(C)=O)C=1C=NN(C1)C1=CC=C(C=C1)F